BrC=1C=2N(C=C(N1)C)C=CN2 8-bromo-6-methylimidazo[1,2-a]pyrazine